C12(CC3CC(CC(C1)C3)C2)C(C(=O)OC)=O methyl 2-(1-adamantyl)-2-oxoacetate